NC1=NC=NN2C1=CC=C2[C@H]2[C@@H]([C@@H]([C@@](O2)(CF)COP(=O)(OC2=CC=CC=C2)N[C@@H](C)C(=O)OC2CCCCC2)O)O cyclohexyl ((((2R,3S,4R,5S)-5-(4-aminopyrrolo[2,1-f][1,2,4]triazin-7-yl)-2-(fluoromethyl)-3,4-dihydroxytetrahydrofuran-2-yl)methoxy)(phenoxy)phosphoryl)-L-alaninate